Glycerin distearate C(CCCCCCCCCCCCCCCCC)(=O)O.C(CCCCCCCCCCCCCCCCC)(=O)O.OCC(O)CO